C(C)(=O)OCCCCC 5-pentyl acetate